anti-dimethylsilanediyl[2-methyl-4,7-bis(3,5-dimethylphenyl)-inden-1-yl][2-methyl-4-(3,5-dimethylphenyl)-5-methoxy-6-tert-butylinden-1-yl]zirconium C[Si](=[Zr](C1C(=CC2=C(C(=C(C=C12)C(C)(C)C)OC)C1=CC(=CC(=C1)C)C)C)C1C(=CC2=C(C=CC(=C12)C1=CC(=CC(=C1)C)C)C1=CC(=CC(=C1)C)C)C)C